C1(=C(C=CC=C1)OC=1C=C2C(=C(C=NC2=CC1)C=O)C=1C=NC(=NC1)C(F)(F)F)C 6-(o-tolyloxy)-4-(2-(trifluoromethyl)pyrimidin-5-yl)quinoline-3-carbaldehyde